N-[(1R)-1-(3-{1,1-difluoro-2-methyl-2-[(triethylsilyl)oxy]propyl}-2-fluorophenyl)ethyl]-2-methyl-6-(1-methyl-1H-pyrazole-4-sulfonyl)pyrido[3,4-d]pyrimidin-4-amine FC(C(C)(O[Si](CC)(CC)CC)C)(F)C=1C(=C(C=CC1)[C@@H](C)NC=1C2=C(N=C(N1)C)C=NC(=C2)S(=O)(=O)C=2C=NN(C2)C)F